4-bromo-3-((4-carbamoyl-2,6-difluorophenoxy)methyl)-7-fluorobenzo[b]thiophene-2-carboxamide BrC1=CC=C(C=2SC(=C(C21)COC2=C(C=C(C=C2F)C(N)=O)F)C(=O)N)F